7-(((3R,4S)-3-fluoro-1-methylpiperidin-4-yl)amino)-1,1-dioxido-3-(2,2,2-trifluoroethyl)benzo[b]thiophen F[C@@H]1CN(CC[C@@H]1NC1=CC=CC2=C1S(C=C2CC(F)(F)F)(=O)=O)C